Cl.ClC=1C=NN2C1C(=C(C=C2)N)OC 3-Chloro-4-methoxypyrazolo[1,5-a]pyridin-5-amine hydrochloride